C(#N)C1=C(C=C(C=N1)C(=O)NCC=1C=NN(C1)C)C1=CC(=CC(=C1)F)F 6-cyano-5-(3,5-difluorophenyl)-N-[(1-methyl-1H-pyrazol-4-yl)methyl]pyridine-3-carboxamide